2-propyloxazoline C(CC)C=1OCCN1